F[C@@H]1CNCC[C@@H]1NC(OC(C)(C)C)=O tert-butyl ((3R,4S)-3-fluoropiperidin-4-yl)carbamate